4-isopropylisoquinolin-1(2H)-one C(C)(C)C1=CNC(C2=CC=CC=C12)=O